OC1=C(C=CC=C1)C(CCCCC)=O 1-(2-hydroxyphenyl)hexane-1-one